6-chloro-2,3-dimethyl-8-spiro[2.5]oct-6-en-6-yl-pyrido[3,4-d]pyrimidin-4-one ClC1=CC2=C(N=C(N(C2=O)C)C)C(=N1)C=1CCC2(CC2)CC1